N1=C(C=CC(=C1)NC(C1=C(C=CC(=C1)C#N)Cl)=O)C1=NC=CC=C1 N-([2,2'-bipyridyl]-5-yl)-2-chloro-5-cyanobenzamide